3-(4-fluorobenzyl)-5,6-dimethyl-N-(1-methylpiperidin-4-yl)pyrazin-2-amine FC1=CC=C(CC=2C(=NC(=C(N2)C)C)NC2CCN(CC2)C)C=C1